(2R)-2-[[2-[2-[tert-butyl(dimethyl)silyl]oxyethyl]-5-ethoxy-4-iodo-pyrazol-3-yl]methyl-ethyl-amino]propan-1-ol [Si](C)(C)(C(C)(C)C)OCCN1N=C(C(=C1CN([C@@H](CO)C)CC)I)OCC